FC(C=1N=CNC1CC1CC12NCCC(C2)C(=O)N)(F)F ((4-(trifluoromethyl)-1H-imidazol-5-yl)methyl)-4-azaspiro[2.5]octane-7-carboxamide